2-(6-bromo-4-oxo-quinazolin-3-yl)-2-[5-fluoro-2-(methoxymethoxy)phenyl]acetic acid ethyl ester C(C)OC(C(C1=C(C=CC(=C1)F)OCOC)N1C=NC2=CC=C(C=C2C1=O)Br)=O